3-[4-[4-(4-aminobutyl)piperazin-1-yl]anilino]piperidine-2,6-dione dihydrochloride Cl.Cl.NCCCCN1CCN(CC1)C1=CC=C(NC2C(NC(CC2)=O)=O)C=C1